(S)-N-(2-(4,4-difluorocyclohexyl)-4-(2,5-difluorophenyl)pyridin-3-yl)-2-((tetrahydrofuran-3-yl)oxy)pyrimidine-5-carboxamide FC1(CCC(CC1)C1=NC=CC(=C1NC(=O)C=1C=NC(=NC1)O[C@@H]1COCC1)C1=C(C=CC(=C1)F)F)F